C12CNCC(N1C1=NN=C(S1)C=1C(=CC(=NC1)C1=CC=C3N1N=CC(=C3)C#N)NC(C)C)C2 7-(5-(5-(3,6-diazabicyclo[3.1.1]heptan-6-yl)-1,3,4-thiadiazol-2-yl)-4-(isopropylamino)pyridin-2-yl)pyrrolo[1,2-b]pyridazine-3-carbonitrile